2-[4-(4-oxo-5-propyl-3H-imidazo[2,1-b]purin-2-yl)pyrazol-1-yl]acetic acid O=C1C=2NC(=NC2N2C(N1CCC)=NC=C2)C=2C=NN(C2)CC(=O)O